(E)-2-(2-(3-(4-bromophenyl)-8-(methylsulfonyl)-1,4,8-triazaspiro[4.5]dec-1,3-dien-2-yl)vinyl)-5-(quinolin-3-yl)-1,3,4-oxadiazole BrC1=CC=C(C=C1)C=1C(=NC2(N1)CCN(CC2)S(=O)(=O)C)/C=C/C=2OC(=NN2)C=2C=NC1=CC=CC=C1C2